6-bromo-2-chloropyrrolo[2,1-f][1,2,4]triazine BrC=1C=C2C=NC(=NN2C1)Cl